(3R,4S)-3-fluoro-1-(4-((8-((2R,3S)-3-hydroxy-2-methylazetidin-1-yl)-5-isopropyl-2,7-naphthyridin-3-yl)amino)pyrimidin-2-yl)-3,4-dimethylpiperidin-4-ol F[C@@]1(CN(CC[C@@]1(O)C)C1=NC=CC(=N1)NC=1N=CC2=C(N=CC(=C2C1)C(C)C)N1[C@@H]([C@H](C1)O)C)C